ClC=1C(=NC(=NC1)N[C@H]1[C@@H](COCC1)O)C=1C=C2C(CNC(C2=C(C1)F)=O)(C)C 6-(5-chloro-2-(((3S,4R)-3-hydroxytetrahydro-2H-pyran-4-yl)amino)pyrimidin-4-yl)-8-fluoro-4,4-dimethyl-3,4-dihydroisoquinolin-1(2H)-one